2-(hydroxy(4-nitrophenyl)methyl)cyclohexanone OC(C1C(CCCC1)=O)C1=CC=C(C=C1)[N+](=O)[O-]